4-(difluoromethyl)tetrahydro-2H-pyran FC(C1CCOCC1)F